NC=1C=2N(C3=CC=C(C=C3N1)C1=CC=NN1)C=C(C2)CNC(C)=O N-((4-amino-7-(1H-pyrazol-5-yl)pyrrolo[1,2-a]quinoxalin-2-yl)methyl)acetamide